C(C(=O)C)(=O)OCC ethyl pyruvate